OC=1C=C2CCNC(C2=CC1)=O 3,4-dihydro-6-hydroxy-isoquinolin-1(2H)-one